ClC1=C(C=C2C=C(N=CC2=C1)NC(=O)[C@H]1[C@@H](C1)C=1OC=CC1)N1CCN(CC1)[C@]1(COC[C@H]1O)C (1R,2R)-N-[7-chloro-6-[4-((3S,4S)-4-hydroxy-3-methyl-tetrahydrofuran-3-yl)piperazin-1-yl]-3-isoquinolyl]-2-(2-furyl)cyclopropanecarboxamide